sodium aminoethylphosphinate NCCP([O-])=O.[Na+]